C(C)C=1C=C(C=CC1)[C@H](COC1O[C@H]([C@@H]([C@H]([C@@H]1O)O)O)CO)O (3S,4R,5R,6S)-2-((R)-2-(3-ethylphenyl)-2-hydroxyethoxy)-6-(hydroxymethyl)tetrahydro-2H-pyran-3,4,5-triol